tert-butyl 4-{7-[(7-fluoro-2-methyl-3H-1,3-benzodiazol-5-yl)carbamoyl]-2-methylindazol-4-yl}piperazine-1-carboxylate FC1=CC(=CC2=C1N=C(N2)C)NC(=O)C2=CC=C(C1=CN(N=C21)C)N2CCN(CC2)C(=O)OC(C)(C)C